C(C)(=O)NC=1C=C(C(=O)NC=2SC=CC3=C(N2)C=CC=C3)C=CC1 3-(acetylamino)-N-(benzo[d][1,3]thiazepin-2-yl)benzamide